ClC=1C=CC(=C(CN2C[C@H](CC2)NC(OC(C)(C)C)=O)C1)OCC tert-butyl (S)-(1-(5-chloro-2-ethoxybenzyl)pyrrolidin-3-yl)carbamate